(S)-5-([1,2,4]triazolo[1,5-a]pyridin-6-yl)-N-(1-methoxypropan-2-yl)-7H-pyrrolo[2,3-d]pyrimidin-2-amine N=1C=NN2C1C=CC(=C2)C2=CNC=1N=C(N=CC12)N[C@H](COC)C